(S)-1-(3-((4-(morpholinomethyl)-6-((5-(5-(pyridin-2-yl)-1,3,4-oxadiazol-2-yl)-1H-pyrazol-3-yl)amino)pyridin-2-yl)amino)piperidin-1-yl)prop-2-en-1-one O1CCN(CC1)CC1=CC(=NC(=C1)NC1=NNC(=C1)C=1OC(=NN1)C1=NC=CC=C1)N[C@@H]1CN(CCC1)C(C=C)=O